NC1=NC2=C(C=3N1N=C(N3)C=3OC=CC3)SC(N2CCN2CCN(CC2)C2=C(C=C(C(=C2)[S@](=O)C)F)F)=O (R)-5-amino-3-(2-(4-(2,4-difluoro-5-(methylsulfinyl)phenyl)piperazin-1-yl)ethyl)-8-(furan-2-yl)thiazolo[5,4-e][1,2,4]triazolo[1,5-c]pyrimidin-2(3H)-one